OC1=CC=C(C(=N1)C(F)(F)F)B(O)O 6-HYDROXY-2-(TRIFLUOROMETHYL)PYRIDINE-3-BORONIC ACID